(3-(Phenylmethoxy)-4-methoxypyrazolo[1,5-a]pyridin-5-yl)carbamic acid tert-butyl ester C(C)(C)(C)OC(NC1=C(C=2N(C=C1)N=CC2OCC2=CC=CC=C2)OC)=O